7H-benzo[de]anthracene-7-one C1=CC=C2C=CC=C3C(C=4C=CC=CC4C1=C23)=O